C(C)(C)(C)OC(NC(C)C=1N(C(C2=C(C=CC=C2C1)C#C)=O)C1=CC=CC=C1)=O (1-(8-ethynyl-1-oxo-2-phenyl-1,2-dihydroisoquinolin-3-yl)ethyl)carbamic acid tert-butyl ester